CC1COC2=C(C(N1C1=C(C=C(C=C1)C=1N=CC3=C(N1)C=CC(=N3)C(F)(F)F)C)=O)NN=C2 6-methyl-7-(2-methyl-4-(6-(trifluoromethyl)pyrido[3,2-d]pyrimidin-2-yl)phenyl)-6,7-dihydro-1H-pyrazolo[3,4-f][1,4]oxazepin-8(5H)-one